(2R,5S)-5-(aminomethyl)-2-(4-anilinophenyl)-1,4-thiazepan-3-one NC[C@H]1NC([C@H](SCC1)C1=CC=C(C=C1)NC1=CC=CC=C1)=O